C(C1=CC=CC=C1)N1C[C@](CC1)(C1=CC(=C(C=C1)Cl)Cl)NS(=O)(=O)C1=CC=C(C=C1)OC1=CC=C(C=C1)C(F)(F)F (S)-N-(1-benzyl-3-(3,4-dichlorophenyl)pyrrolidin-3-yl)-4-(4-(trifluoromethyl)phenoxy)benzenesulfonamide